C(C)C1=CC=C(C=C1)C1=CC(=NO1)C 5-(4-Ethylphenyl)-3-methyl-1,2-oxazol